BrC=1C2(C3=CC4=C(OCCCO4)C=C3C1)CCC(CC2)(C(=O)OC)NC2=CC(=CC=C2)Cl methyl (1s,4s)-8'-bromo-4-(3-chloroanilino)-3',4'-dihydro-2'H-spiro[cyclohexane-1,7'-indeno[5,6-b][1,4]dioxepine]-4-carboxylate